BrC=1C=CC=C2C(=NN(C12)C)I 7-bromo-3-iodo-1-methyl-1H-indazole